N[C@@H]1C2=CC=CC=C2CC12CCN(CC2)C2=C(C=C(C(=N2)N)C(=C)C2=NNCC2)Cl (S)-6-(1-amino-1,3-dihydrospiro[indene-2,4'-piperidine]-1'-yl)-3-(1-(2-amino-5-chloropyridin-3-yl)vinyl)-1,5-dihydro-4H-pyrazole